NC=1C=2N(C(=CN1)C1=CCCCC1)C(=NC2C2=CC=C(C1=CC=CC=C21)NC(NC2=CC(=CC=C2)C(F)(F)F)=O)C 3-{4-[8-amino-5-(cyclohex-1-en-1-yl)-3-methylimidazo[1,5-a]pyrazin-1-yl]naphthalen-1-yl}-1-[3-(trifluoromethyl)phenyl]urea